4-((8-cyclopentyl-7-oxo-7,8-dihydropyrido[2,3-d]pyrimidin-2-yl)amino)piperidine-1-carboxylate C1(CCCC1)N1C(C=CC2=C1N=C(N=C2)NC2CCN(CC2)C(=O)[O-])=O